C(#N)C=1C=C(C=NC1)S(=O)(=O)N(C(C(F)(F)F)C1=CC=C(C=C1)C(F)(F)F)C 5-cyano-N-methyl-N-(2,2,2-trifluoro-1-(4-(trifluoromethyl)phenyl)ethyl)pyridine-3-sulfonamide